C(C1=CC=CC=C1)NC(=O)C1=NC=CN=C1 N-benzylpyrazin-2-carboxamide